(R)-N-(1-(2-fluoro-3-(trifluoromethyl)phenyl)ethyl)-7-methoxy-2-methyl-6-(4-methylpiperazin-1-yl)pyrido[2,3-d]pyrimidin-4-amine FC1=C(C=CC=C1C(F)(F)F)[C@@H](C)NC=1C2=C(N=C(N1)C)N=C(C(=C2)N2CCN(CC2)C)OC